methyl 4-(5,6-difluoro-4-(1-fluoroethyl) pyridin-3-yl)-2-methyl-5-oxo-1,4,5,7-tetrahydrofuro[3,4-b]pyridine-3-carboxylate FC=1C(=C(C=NC1F)C1C2=C(NC(=C1C(=O)OC)C)COC2=O)C(C)F